((2S)-1-(2,4-dimethoxybenzyl)-2-ethynyl-2'-(trifluoromethyl)-4',5'-dihydrospiro[piperidine-4,7'-thieno[2,3-c]pyran]-3'-yl)ethan-1-ol COC1=C(CN2[C@@H](CC3(OCCC4=C3SC(=C4C(C)O)C(F)(F)F)CC2)C#C)C=CC(=C1)OC